C(CCCCCCCCCCCCCCC)(=O)OCCCCCCCCCCCC dodecanyl palmitate